C1(CC1)C=1C(=C2C(C(N(C2=CC1)CC(=O)NCCCC(=O)[O-])=O)(C)C)F 4-[2-(5-cyclopropyl-4-fluoro-3,3-dimethyl-2-oxoindol-1-yl)acetamido]butanoate